1,2-Dihydroxyfluoren-9-one OC1=C(C=CC=2C3=CC=CC=C3C(C12)=O)O